4-chloro-3-(3-fluoro-3-methyl-azetidin-1-yl)-1H-indazole ClC1=C2C(=NNC2=CC=C1)N1CC(C1)(C)F